C(C1=CC=CC=C1)OC1=NC(=CC=C1C1=CC=C(C=C1)N1CC2(CN(C2)C(=O)OC(C)(C)C)C1)OCC1=CC=CC=C1 tert-butyl 6-[4-(2,6-bisbenzyloxy-3-pyridyl)phenyl]-2,6-diazaspiro[3.3]heptane-2-carboxylate